C1=CC=CC2=CC3=CC=CC=C3C(=C12)C[N+]=1CCCN2C1CCCCC2 1-(Anthracen-9-ylmethyl)-2,3,4,6,7,8,9,10-octahydropyrimido[1,2-a]azepin-1-ium